ClC1=CC=CC(=N1)OC(COC1=CC(=NC=C1)C#CC1=CN=C(C2=CN=C(C=C12)N)NC)C 4-((4-(2-((6-chloropyridin-2-yl)oxy)propoxy)pyridin-2-yl)ethynyl)-N1-methyl-2,7-naphthyridine-1,6-diamine